4-Cyano-N-[(2S)-5-[[(1R,2S)-2-(4-fluorophenyl)cyclopropyl]amino]-1-oxo-1-(3-oxopiperazin-1-yl)pentan-2-yl]benzamide C(#N)C1=CC=C(C(=O)N[C@H](C(N2CC(NCC2)=O)=O)CCCN[C@H]2[C@@H](C2)C2=CC=C(C=C2)F)C=C1